(2-methyl-2H-pyrazol-3-yl)-methanone CN1N=CC=C1C=O